N-(2,6-dichlorophenyl)-2-(2-methylthio-5-bromopyrimidine-4-yl)-4,5-dihydro-1H-imidazol-1-amine ClC1=C(C(=CC=C1)Cl)NN1C(=NCC1)C1=NC(=NC=C1Br)SC